FC(C(C(C)O)C1=CC(=C(C=C1)OCC1=NC2=CC=CC=C2C=C1)OC)(F)F 1,1,1-trifluoro-2-[3-methoxy-4-(quinolin-2-ylmethoxy)phenyl]butan-3-ol